(2E)-2-Butenedioic acid 1-methyl ester COC(\C=C\C(=O)O)=O